platinum ammonia salt N.[Pt]